sodium phenyl sulfone C1(=CC=CC=C1)S(=O)(=O)C1=CC=CC=C1.[Na]